FC(C(=O)NC=1C(=NC=C(C1C)F)C)=C 2-fluoro-N-(5-fluoro-2,4-dimethylpyridin-3-yl)prop-2-enamide